(S)-7-(tert-butoxymethyl)-4,8-dimethyl-2-((trans-3-(3,4,5-trifluorophenoxy)cyclobutyl)amino)-7,8-dihydropteridin-6(5H)-one C(C)(C)(C)OC[C@H]1C(NC=2C(=NC(=NC2N1C)N[C@@H]1C[C@H](C1)OC1=CC(=C(C(=C1)F)F)F)C)=O